3-(indolin-1-yl)piperidine-2,6-dione N1(CCC2=CC=CC=C12)C1C(NC(CC1)=O)=O